1-[4-(3-{5-[(R)-(1,3-Dimethyl-azetidin-3-yl)-hydroxy-(4-isopropyl-phenyl)-methyl]-pyridin-3-yl}-1-hydroxy-1-methyl-prop-2-ynyl)-piperidin-1-yl]-ethanone CN1CC(C1)(C)[C@@](C=1C=C(C=NC1)C#CC(C)(O)C1CCN(CC1)C(C)=O)(C1=CC=C(C=C1)C(C)C)O